OCC=1C=C(C=CC1)C1=NC(=NC=C1)NC([O-])=O [4-(3-(Hydroxymethyl) phenyl) pyrimidin-2-yl]Carbamate